OC1=CC=C(C2=C1C(C=C(O2)C)=O)OC 5-hydroxy-8-methoxyl-2-methyl-4H-1-benzopyran-4-one